C(CCCCCCCCCCCCCCCCCCCCCCCCCCCC)(=O)OCCCCCCCCCCCCCCCCCCCC arachidyl nonacosanoate